4,4,5,5-tetramethyl-2-(5-methylselenophen-2-yl)-1,3,2-dioxaborolan CC1(OB(OC1(C)C)C=1[Se]C(=CC1)C)C